BrC1=C2C(=NC=C1)NN=C2 4-bromopyrazolo[3,4-B]pyridine